C(C)OC(C)=O.C(C(=O)O)(=O)O oxalic acid ethyl-acetate